(S)-2-amino-5-((cyclohexylmethyl)(2-(3-methoxybenzamido)benzyl)amino)pentanoic acid N[C@H](C(=O)O)CCCN(CC1=C(C=CC=C1)NC(C1=CC(=CC=C1)OC)=O)CC1CCCCC1